(2r,3r,4r,5r)-2-((1H-1,2,4-triazol-1-yl) methyl)-5-(4-benzoylamino-2-oxopyrimidin-1(2H)-yl)-4-methoxytetrahydrofuran-3-yl (2-cyanoethyl) diisopropylphosphoramidite C(C)(C)N(P(O[C@@H]1[C@H](O[C@H]([C@@H]1OC)N1C(N=C(C=C1)NC(C1=CC=CC=C1)=O)=O)CN1N=CN=C1)OCCC#N)C(C)C